N1CCC(CC1)COCCC1CCN(CC1)C(=O)[O-] 4-(2-(Piperidin-4-ylmethoxy)ethyl)piperidine-1-carboxylate